2-(3,4-dimethoxyphenyl)-3-hydroxychromen-4-one COC=1C=C(C=CC1OC)C=1OC2=CC=CC=C2C(C1O)=O